1,3-bis(2-pyridinyl)benzene N1=C(C=CC=C1)C1=CC(=CC=C1)C1=NC=CC=C1